CC1(C(CC2=CC=CC=C12)NC1=CC=C(C=C1)[C@@H](C(F)(F)F)N(C(CN1C(NC(C1)=O)=O)=O)C)C N-((1S)-1-(4-((1,1-Dimethyl-2,3-dihydro-1H-inden-2-yl)amino)phenyl)-2,2,2-trifluoroethyl)-2-(2,4-dioxoimidazolidin-1-yl)-N-methylacetamide